FC1=C(C=CC=C1)C1=NC(=NC2=C1CN=CC1=C2C=CC=C1)NC1=CC=C(C=C1)C(=O)N1CCN(CC1)C(=O)C=1OC=CC1 2-fluorophenyl-N-(4-{[4-(2-furoyl)piperazin-1-yl]carbonyl}phenyl)-5H-pyrimido[5,4-d][2]benzazepin-2-amine